4-(4-methoxyphenyl)-1-tosyl-1,2-dihydroquinazoline COC1=CC=C(C=C1)C1=NCN(C2=CC=CC=C12)S(=O)(=O)C1=CC=C(C)C=C1